N-(3-fluoro-4-((6-(methylcarbamoyl)-7-(3-morpholinopropoxy)quinolin-4-yl)oxy)phenyl)-5-(4-fluorophenyl)-6-oxo-2,3,5,6-tetrahydrofuro[3,2-c]pyridine-7-carboxamide FC=1C=C(C=CC1OC1=CC=NC2=CC(=C(C=C12)C(NC)=O)OCCCN1CCOCC1)NC(=O)C1=C2C(=CN(C1=O)C1=CC=C(C=C1)F)CCO2